FC=1C=C(C=C(C1F)OC)N(C(=O)C=1N=C(SC1)C#C)C1C(N(CC1)CC(F)(F)F)=O N-(3,4-Difluoro-5-methoxyphenyl)-2-ethynyl-N-(2-oxo-1-(2,2,2-trifluoroethyl)pyrrolidin-3-yl)thiazole-4-carboxamide